C(#N)C1=C(C(C(C=C1)(C)C#N)C)C 1,4-dicyano-2,3,4-trimethylbenzene